3H-imidazole-2-carboxylate N1=C(NC=C1)C(=O)[O-]